2-(tert-butylsulfonyl)-1-(4-(5-(chlorodifluoromethyl)-1,2,4-oxadiazol-3-yl)phenyl)ethan-1-one C(C)(C)(C)S(=O)(=O)CC(=O)C1=CC=C(C=C1)C1=NOC(=N1)C(F)(F)Cl